C[C@]12CC3(CC(C[C@@](C1)(C3)C)C2)NC(NC2=C(C=C(CN3C[C@H](CCC3)C(=O)OCC)C=C2)F)=O Ethyl (S)-1-(4-(3-((1r,3R,5S,7S)-3,5-dimethyladamantan-1-yl)ureido)-3-fluorobenzyl)piperidine-3-carboxylate